C(C)(C)(C)C=1C=C(C=C(C1)C(C)(C)C)C1=CC=CC=C1 3,5-di-tert-butyl-[1,1'-biphenyl]